CC1N(C(C1)C)C1=C(C=C(C=C1)C1=NNC(OC1)=O)C(F)(F)F 5-{4-[(rac)-2,4-Dimethylazetidin-1-yl]-3-(trifluoromethyl)phenyl}-3,6-dihydro-2H-1,3,4-oxadiazin-2-one